tert-butyl ((1r,3r)-3-(4-(2-(4-((6-chloropyridin-4-yl)oxy)phenyl)propan-2-yl)benzeneOxy)cyclobutyl)carbamate ClC1=CC(=CC=N1)OC1=CC=C(C=C1)C(C)(C)C1=CC=C(C=C1)OC1CC(C1)NC(OC(C)(C)C)=O